3-{3-[2-(methoxymethoxy)-6-methyl-4-(trifluoromethyl)phenyl]cinnolin-8-yl}piperidine-1-carboxylate COCOC1=C(C(=CC(=C1)C(F)(F)F)C)C=1N=NC2=C(C=CC=C2C1)C1CN(CCC1)C(=O)[O-]